FC=1C=C(C=2N(C(C(=C(N2)N2CC3=CC=CC=C3C2)C)=O)C1)[C@@H](C)NC1=C(C(=O)O)C=CC=C1 (R)-2-((1-(7-fluoro-2-(isoindolin-2-yl)-3-methyl-4-oxo-4H-pyrido[1,2-a]pyrimidin-9-yl)ethyl)amino)benzoic acid